NC[C@@]1(OC2=C([C@@H]1C)C(=C(C(=C2)F)Cl)C2=C(OCCO)C=CC(=C2F)F)C2=CC=CC=C2 2-(2-((2S,3S,4S)-2-(aminomethyl)-5-chloro-6-fluoro-3-methyl-2-phenyl-2,3-dihydrobenzo-furan-4-yl)-3,4-difluorophenoxy)ethan-1-ol